2-((bis(benzyloxy) phosphoryl)oxy)propyl (chloromethyl) carbonate C(OCC(C)OP(=O)(OCC1=CC=CC=C1)OCC1=CC=CC=C1)(OCCl)=O